N-[2-chloro-4-(4,4,5,5-tetramethyl-1,3,2-dioxaborolan-2-yl)phenyl]-2,5-difluorobenzenesulfonamide ClC1=C(C=CC(=C1)B1OC(C(O1)(C)C)(C)C)NS(=O)(=O)C1=C(C=CC(=C1)F)F